2-(3-(fluoromethyl)azetidin-1-yl)ethan-1-ol FCC1CN(C1)CCO